FC(OC1=CC=C(C=C1)C=1N(C2=C(C=NC=C2)N1)CC1=C(OCCCCCC(=O)OCC)C=CC=C1)(F)F Ethyl 6-(2-((2-(4-(trifluoromethoxy)phenyl)-1H-imidazo[4,5-c]pyridin-1-yl)methyl)phenoxy)hexanoate